5-ethylsulfanyl-2-methyl-6-[3-methyl-6-(trifluoromethyl)imidazo[4,5-b]pyridin-2-yl]Pyridin-3-ol C(C)SC=1C=C(C(=NC1C1=NC=2C(=NC=C(C2)C(F)(F)F)N1C)C)O